S(=O)(=O)(O)O.COC(N)=N O-methylisourea hydrogensulfate